2-(2,4-Dihydroxyphenyl)-5-hydroxy-8,8-dimethyl-3-(3-methyl-2-butenyl)-4H,8H-benzo[1,2-b:3,4-b']dipyran-4-one OC1=C(C=CC(=C1)O)C1=C(C(C2=C(O1)C1=C(OC(C=C1)(C)C)C=C2O)=O)CC=C(C)C